phenyloxybenzene C1(=CC=CC=C1)OC1=CC=CC=C1